[N+](=O)([O-])C=1C(=C(C(=O)Cl)C=C(C1)Cl)Cl 3-nitro-2,5-dichlorobenzoyl chloride